4-(3-aminopropyl)-N,N-dimethylaniline NCCCC1=CC=C(N(C)C)C=C1